methyl 2-((2-((S)-2-((tert-butoxycarbonyl)amino)-2-(4,4-difluorocyclohexyl)acetamido)pyridin-4-yl)methyl)-5,5,5-trifluoro-4-hydroxypentanoate C(C)(C)(C)OC(=O)N[C@H](C(=O)NC1=NC=CC(=C1)CC(C(=O)OC)CC(C(F)(F)F)O)C1CCC(CC1)(F)F